ClC1=C(C=CC=C1)C1=CC=C(C=C1)[C@H](CO)NC(=O)[C@H]1N(C[C@@H](C1)O)C([C@H](C(C)(C)C)NC([O-])=O)=O ((S)-1-((2S,4R)-2-(((R)-1-(2'-chloro-[1,1'-biphenyl]-4-yl)-2-Hydroxyethyl)carbamoyl)-4-hydroxypyrrolidin-1-yl)-3,3-dimethyl-1-oxobutan-2-yl)carbamate